C(C)(=O)NC1=C(C(=O)NC=2SC(=C(N2)F)[N+](=O)[O-])C=CC=C1 2-acetamido-N-(4-fluoro-5-nitrothiazol-2-yl)benzamide